N1=CC(=NC=C1)C(=O)OC(=O)C=1C=NC=CN1 3-pyrazinoic anhydride